1-[2-(1H-1,3-benzodiazol-1-yl)acetyl]-N-{[5-(3,3-difluorocyclobutyl)pyridin-2-yl](phenyl)methyl}-4-fluoropyrrolidine-2-carboxamide N1(C=NC2=C1C=CC=C2)CC(=O)N2C(CC(C2)F)C(=O)NC(C2=CC=CC=C2)C2=NC=C(C=C2)C2CC(C2)(F)F